7-methyl-2H-benzo[b][1,4]Dioxepin-3(4H)-one CC1=CC2=C(OCC(CO2)=O)C=C1